(E)-1-[2-Hydroxy-4-(3-methylbut-2-enoxy)phenyl]-3-naphthalen-2-ylprop-2-en-1-one OC1=C(C=CC(=C1)OCC=C(C)C)C(\C=C\C1=CC2=CC=CC=C2C=C1)=O